O1CCC12CN(CC2)CC2=C(CNC1=CC(=C(C(=C1)F)S(=O)(=O)NC=1N=CSC1)F)C(=CC=C2)F 4-((2-((1-oxa-6-azaspiro[3.4]octan-6-yl)methyl)-6-fluorobenzyl)amino)-2,6-difluoro-N-(thiazol-4-yl)benzenesulfonamide